N[Cr]N diamino-chromium (II)